[(furan-2-yl)methyl]-5,7-dimethyl-7H-pyrrolo[2,3-d]pyrimidin-4-amine hydrochloride Cl.O1C(=CC=C1)CC=1N=C(C2=C(N1)N(C=C2C)C)N